(3R,5S)-2-amino-3,3-dimethylbutanol NC(CO)C(C)(C)C